[N-](S(=O)(=O)C(F)(F)F)S(=O)(=O)C(F)(F)F.[N-](S(=O)(=O)C(F)(F)F)S(=O)(=O)C(F)(F)F.C(CC)C=1N(C(=NC1)C)C propyl-2,3-dimethyl-imidazole bis(trifluoromethanesulfonimide) salt